NC1(C(CC(CC1)(F)F)CO)C1=CC(=C(C=C1)CCC(C)(C)C)Cl {2-Amino-2-[3-chloro-4-(3,3-dimethyl-butyl)phenyl]-5,5-difluoro-cyclohexyl}methanol